COC(=O)C=1C=CC2=C(C=3N(C(CO2)(C)C)C=NC3)C1.C(OC1(C(C(/C(=C(/C3=CC=C(O[Si](C(C)C)(C(C)C)C(C)C)C=C3)\[2H])/[2H])(C=C(C1)OC([2H])([2H])[2H])[2H])([2H])[2H])[2H])([2H])([2H])[2H] (E)-(4-(3,5-bis(methoxy-d3)styryl-d6)phenoxy)triisopropylsilane Methyl-5,5-dimethyl-5,6-dihydrobenzo[f]imidazo[1,5-d][1,4]oxazepine-10-carboxylate